N-{(1S)-1-[1-(5-cyanopyridin-2-yl)-1H-1,2,4-triazol-5-yl]ethyl}-3-[(methylsulfinyl)methoxy]-5-(trifluoromethyl)benzamide C(#N)C=1C=CC(=NC1)N1N=CN=C1[C@H](C)NC(C1=CC(=CC(=C1)C(F)(F)F)OCS(=O)C)=O